4-(3-bromophenyl)-2-methyl-2H-1,2,3-triazole BrC=1C=C(C=CC1)C1=NN(N=C1)C